ClC1=C(C=C(OCC(=O)NC23CC(C2)(C3)NC(=O)[C@@H]3OC2=C([C@@H](C3)O)C=C(C(=C2)C)F)C=C1)F (2R,4R)-N-{3-[2-(4-chloro-3-fluorophenoxy)acetamido]bicyclo[1.1.1]pentan-1-yl}-6-fluoro-4-hydroxy-7-methyl-3,4-dihydro-2H-1-benzopyran-2-carboxamide